(5H)-furanone O1C(C=CC1)=O